5,6-bis(hydroxymethyl)bicyclo[2.2.1]Hept-2-ene OCC1C2C=CC(C1CO)C2